C(C)(C)(C)OC(NCC=1SC=C(N1)CC(=O)N)=O [4-(2-amino-2-oxoethyl)-1,3-thiazol-2-yl]methylcarbamic acid tert-butyl ester